NC(CC(CCO)O)(C)C1=C(C=C(C=C1)SC1=CC(=CC=C1)OCC1=CC=CC=C1)Cl 2-amino-2-[4-(3-benzyloxyphenylthio)-2-chlorophenyl]propyl-1,3-propane-diol